7-((4-(7-oxo-6,7-dihydro-5H-pyrrolo[3,4-b]pyridin-3-yl)-3,6-dihydropyridin-1(2H)-yl)methyl)pyrrolo[1,2-a]quinoxalin-4(5H)-one O=C1NCC=2C1=NC=C(C2)C=2CCN(CC2)CC=2C=C1NC(C=3N(C1=CC2)C=CC3)=O